C(C1=CC=CC=C1)N1/C(/SC=C1C(=O)NCCN(C)C)=N/C(=O)C1=CNC2=NC=CC=C21 (Z)-3-Benzyl-N-[2-(dimethylamino)ethyl]-2-(1H-pyrrolo[2,3-b]pyridine-3-carbonylimino)thiazole-4-carboxamide